ClC=1C(=C(C=CC1F)[C@@H](NC(=O)N1[C@@H](C(NCC1)=O)C)C=1C=NC(=C(C1)F)OCC(F)(F)F)F |o1:8| (2R)-N-((S or R)-(3-chloro-2,4-difluorophenyl)(5-fluoro-6-(2,2,2-trifluoroethoxy)pyridin-3-yl)methyl)-2-methyl-3-oxopiperazine-1-carboxamide